N-[(2R)-2,3-dihydroxypropoxy]-3,4-difluoro-2-[(2-fluoro-4-iodophenyl)amino]benzamide O[C@@H](CONC(C1=C(C(=C(C=C1)F)F)NC1=C(C=C(C=C1)I)F)=O)CO